N-methyl-N-(methyl-((S)-1-((R)-1-tritylaziridine-2-carbonyl)piperidin-3-yl)carbamoyl)-L-valine CN([C@@H](C(C)C)C(=O)O)C(N([C@@H]1CN(CCC1)C(=O)C1[N@@](C1)C(C1=CC=CC=C1)(C1=CC=CC=C1)C1=CC=CC=C1)C)=O